COC(C(OC1=CC=C(C=C1)C)(C(C(C(C)(C)C)C)C)CC(C)C)=O methyl-2,4-dimethyl-propyl-2,1,3,3-tetramethyl-butyl-phenoxyacetate